((1s,3s)-3-Hydroxy-3-methylcyclobutyl)(6-(4-(trifluoromethyl)benzyl)-2-azaspiro[3.3]heptan-2-yl)methanon OC1(CC(C1)C(=O)N1CC2(C1)CC(C2)CC2=CC=C(C=C2)C(F)(F)F)C